C(C)(=O)NCC1CCN(CC1)CC1=CC(=NC(=C1)C1=CC(=CC(=C1)F)Cl)OC=1C=CC(=NC1)N1CCN(CC1)CCC(=O)O 3-(4-(5-((4-((4-(acetamidomethyl)piperidin-1-yl)methyl)-6-(3-chloro-5-fluorophenyl)pyridin-2-yl)oxy)pyridin-2-yl)piperazin-1-yl)propanoic acid